CC1=NC(=CC=C1NC(=O)C1CCCCC1)C=1N=NN(C1NC(=O)O[C@@H](C)C1=CC=CC=C1)C (1S,2S)-2-((2-Methyl-6-(1-methyl-5-((((R)-1-phenylethoxy)carbonyl)amino)-1H-1,2,3-triazol-4-yl)pyridin-3-yl)carbamoyl)cyclohexan